9,9-bis[4-(tert-butoxycarbonyloxy)phenyl]fluorene C(C)(C)(C)OC(=O)OC1=CC=C(C=C1)C1(C2=CC=CC=C2C=2C=CC=CC12)C1=CC=C(C=C1)OC(=O)OC(C)(C)C